O=C1C=2NC(=NC2N2C(N1CCC)=NC=C2)C=2C=NN(C2)CC2=CC=C(C#N)C=C2 4-[[4-(4-Oxo-5-propyl-3H-imidazo[2,1-b]purin-2-yl)pyrazol-1-yl]methyl]benzonitril